(S)-Ethyl 8-(2-amino-6-((R)-2,2,2-trifluoro-1-(2-(3-methyl-1H-pyrazol-1-yl)-5-vinylphenyl)ethoxy)pyrimidin-4-yl)-2,8-diazaspiro[4.5]decane-3-carboxylate NC1=NC(=CC(=N1)N1CCC2(C[C@H](NC2)C(=O)OCC)CC1)O[C@@H](C(F)(F)F)C1=C(C=CC(=C1)C=C)N1N=C(C=C1)C